methyl 6-amino-7-(3-(benzyloxy)-2,6-dimethylphenyl)-4-(5-((tert-butoxycarbonyl) amino)-1-(2-methoxyethyl)-1H-pyrazol-4-yl)-2-methyl-7H-pyrrolo[2,3-d]pyrimidine-5-carboxylate NC1=C(C2=C(N=C(N=C2C=2C=NN(C2NC(=O)OC(C)(C)C)CCOC)C)N1C1=C(C(=CC=C1C)OCC1=CC=CC=C1)C)C(=O)OC